C(C)(=O)N1C[C@@H]([C@@H](C1)F)NC(OCC1=CC=CC=C1)=O benzyl ((3S,4R)-1-acetyl-4-fluoropyrrolidin-3-yl)carbamate